1-allylcyclopropane-1-carbonitrile C(C=C)C1(CC1)C#N